O[C@@H]1C[C@@H](N(CC1)C(=O)OC(C)(C)C)C t-butyl (2S,4S)-4-hydroxy-2-methylpiperidine-1-carboxylate